C(C)(C)(C)N(C(O)=O)[C@@H](C=C)CO.C(#N)C1(CCCC1)C(=O)OC 4-cyano-4-(methoxycarbonyl)cyclopentane tert-Butyl-[(1S)-1-(hydroxymethyl)prop-2-en-1-yl]carbamate